2,2'-azobis(2-methyl-N-(1,1-bis(hydroxymethyl)ethyl)propionamide) N(=NC(C(=O)NC(C)(CO)CO)(C)C)C(C(=O)NC(C)(CO)CO)(C)C